ClC1=CC=C2C(=N1)N=CN2CC 5-chloro-1-ethylimidazo[4,5-b]pyridine